CC1(CCN(CC1)C(=O)OC(C)(C)C)C(NC=1C=NC=CC1)=O tert-butyl 4-methyl-4-[N-(pyridin-3-yl)carbamoyl]piperidine-1-carboxylate